5-[(3S)-2-[1-(2-methoxypyrimidin-4-yl)piperidine-4-carbonyl]isoxazolidin-3-yl]pyridine-3-carbonitrile COC1=NC=CC(=N1)N1CCC(CC1)C(=O)N1OCC[C@H]1C=1C=C(C=NC1)C#N